5-bromo-6-methyl-2-oxo-1-phenyl-1,2-dihydropyridine-3-carboxylate BrC=1C=C(C(N(C1C)C1=CC=CC=C1)=O)C(=O)[O-]